C(C=O)(=O)O[SiH3] silanyl glyoxylate